B(C1=CC(=CC=C1)C(=O)NC2=CC=C(C=C2)C)(O)O (3-(p-tolylcarbamoyl)phenyl)boronic acid